2,4,6-tris{(diphenylamino) styryl}-picolinate C1(=CC=CC=C1)N(C1=CC=CC=C1)C(=CC1=CC=CC=C1)C1(NC(=CC(=C1)C(=CC1=CC=CC=C1)N(C1=CC=CC=C1)C1=CC=CC=C1)C(=CC1=CC=CC=C1)N(C1=CC=CC=C1)C1=CC=CC=C1)C(=O)[O-]